2-[2-methyl-4-(trifluoromethyl)pyrimidin-5-yl]-6-{1-[(3S)-oxolan-3-yl]-1H-pyrazolo[3,4-b]pyrazin-6-yl}-2,6-diazaspiro[3.4]octane CC1=NC=C(C(=N1)C(F)(F)F)N1CC2(C1)CN(CC2)C2=CN=C1C(=N2)N(N=C1)[C@@H]1COCC1